N[C@@H](C(C)C)C(=O)OCC([C@H](C[C@H]1C(NCCC1)=O)NC([C@@H](NC(=O)C=1NC2=C(C=CC=C2C1)F)CC1CC1)=O)=O (3S)-3-{[3-cyclopropyl-N-(7-fluoro-1H-indole-2-carbonyl)-L-alanyl]amino}-2-oxo-4-[(3S)-2-oxopiperidin-3-yl]butyl L-valinate